(3S)-1-(pyridin-2-ylmethyl)pyrrolidine-3-carboxylic acid hydrazide N1=C(C=CC=C1)CN1C[C@H](CC1)C(=O)NN